4-bromo-1-(4-methoxyphenoxy)-2-methylbenzene BrC1=CC(=C(C=C1)OC1=CC=C(C=C1)OC)C